(2S,2'S)-2,2'-(ethylenebisimino)bissuccinic acid C(CN[C@H](C(=O)O)CC(=O)O)N[C@H](C(=O)O)CC(=O)O